ClC1=C(C#N)C=CC(=C1)N1CC2(C[C@@H]1C)CCN(CC2)C2=CC=C(C=C2)C(=O)N2CCC(CC2)CN2CCN(CC2)C2=CC=C(C=C2)N[C@@H]2C(NC(CC2)=O)=O 2-Chloro-4-((S)-8-(4-(4-((4-(4-(((S)-2,6-dioxopiperidin-3-yl)amino)phenyl)piperazin-1-yl)methyl)piperidine-1-carbonyl)phenyl)-3-methyl-2,8-diazaspiro[4.5]decan-2-yl)benzonitrile